methyl 3-(5-(benzyloxy)-6-methoxybenzo[b]thiophen-2-yl)-3-oxopropionate C(C1=CC=CC=C1)OC1=CC2=C(SC(=C2)C(CC(=O)OC)=O)C=C1OC